CC1CS(=O)(=O)OC=CC1 2-methyl-4-pentene-1,5-sultone